platinum (II) diacetate C(C)(=O)[O-].C(C)(=O)[O-].[Pt+2]